ClC=1C=CC(=C(C1)CO)F (5-chloro-2-fluorophenyl)methanol